2-(3-pyridyl)cyclopropanecarboxamide N1=CC(=CC=C1)C1C(C1)C(=O)N